(S)-3-(3-(1-methyl-4-oxo-2-oxo-1,2-dihydropyridin-3-yl)ureido)-3-(4'-(trifluoromethoxy)biphenyl-3-yl)propanoic acid CN1C(C(C(C=C1)=O)NC(N[C@@H](CC(=O)O)C=1C=C(C=CC1)C1=CC=C(C=C1)OC(F)(F)F)=O)=O